C12CCC(CC1)N2S(=O)(=O)NC(=O)C2=CC(=C(C(=O)O)C=C2OC([2H])([2H])[2H])F 4-(((7-azabicyclo[2.2.1]heptan-7-yl)sulfonyl)carbamoyl)-2-fluoro-5-(methoxy-d3)benzoic acid